L-beta-homophenylalanine N[C@@H](CC1=CC=CC=C1)CC(=O)O